C(N)(O[C@H]1C2(N(CC1CC2)C(=O)C2=CC1=C(C(=CO1)C)C(=C2)OC)C(C)(C)C)=O Tert-butyl-((7R)-2-(4-methoxy-3-methylbenzofuran-6-carbonyl)-2-azabicyclo[2.2.1]hept-7-yl) carbamate